1-{2-[2-(difluoromethoxy)pyridin-4-yl]oxetan-2-yl}methanamine FC(OC1=NC=CC(=C1)C1(OCC1)CN)F